C(C=C)C1(CCCCC1)CNC(OC(C)(C)C)=O tert-butyl ((1-allylcyclohexyl)methyl)carbamate